CN(CC[C@@]1(CCC(=O)C=C1)C2=CC(=C(C=C2)OC)OC)C(=O)OC The molecule is a member of the class of cyclohexenones that is cyclohex-2-en-1-one in which the hydrogens at position 4 have been replaced by a 3,4-dimethoxyphenyl and a 2-[(methoxycarbonyl)(methyl)amino]ethyl group. The compound has been used in enantioselective syntheses of Scleretium alkaloids. It is a carbamate ester, an enone, an aromatic ether and a member of cyclohexenones.